2-[(2,6-difluoro-4-pyridyl)-(2-methoxyacetyl)-amino]-N-(2,2-dimethylcyclobutyl)-5-methyl-thiazole-4-carboxamide FC1=NC(=CC(=C1)N(C=1SC(=C(N1)C(=O)NC1C(CC1)(C)C)C)C(COC)=O)F